((3-methoxyphenyl)(phenyl)methyl)pyridine COC=1C=C(C=CC1)C(C1=CC=CC=C1)C1=NC=CC=C1